Cl.O[C@@H]1C[C@H](N(C1)C([C@H](C(C)C)N1N=NC(=C1)C=1C=NC(=NC1)N1CCNCC1)=O)C(=O)NCC1=CC=C(C=C1)C1=C(N=CS1)C (2S,4R)-4-hydroxy-1-((S)-3-methyl-2-(4-(2-(piperazin-1-yl)pyrimidin-5-yl)-1H-1,2,3-triazol-1-yl)butanoyl)-N-(4-(4-methylthiazol-5-yl)benzyl)pyrrolidine-2-carboxamide hydrochloride